C(=O)O.CN1C(=NC=C1C=1C(=NN(C1)C1=NC=CC=N1)C(F)(F)F)C(=O)N 1-methyl-5-(1-(pyrimidin-2-yl)-3-(trifluoromethyl)-pyrazol-4-yl)-imidazole-2-carboxamide formate